1-phenyl-imidazole C1(=CC=CC=C1)N1C=NC=C1